8-chloro-2-((4-(pyrrolidin-1-yl)butyl)thio)-1,4-dihydroquinazoline dihydrochloride Cl.Cl.ClC=1C=CC=C2CN=C(NC12)SCCCCN1CCCC1